OC1=C(C=C2C(=C(C(N(C2=C1)C)=O)C#N)N1CCC(CC1)(C=1OC2=C(N1)C=C(C=C2)C)C)C#N 7-Hydroxy-1-methyl-4-[4-methyl-4-(5-methyl-1,3-benzooxazol-2-yl)piperidin-1-yl]-2-oxo-1,2-dihydroquinoline-3,6-dinitrile